C(CCCCCCCCCCCCCCCCC)(=O)[O-].C(C(O)C)(=O)O.[Na+] Sodium lactate stearate